(propylene) phosphoramidate P1(OCC(C)O1)(=O)N